Disodium Tridecylsulfosuccinate CCCCCCCCCCCCCC(CC(=O)[O-])(C(=O)[O-])S(=O)(=O)O.[Na+].[Na+]